(S)-2-((tert-Butoxycarbonyl)(methyl)amino)-4-(4-methoxyphenyl)butanoic acid C(C)(C)(C)OC(=O)N([C@H](C(=O)O)CCC1=CC=C(C=C1)OC)C